ETHYL 5-HYDROXYOCTANOATE OC(CCCC(=O)OCC)CCC